BrC=1C=CC(=C(NC2CCC2)C1)[N+](=O)[O-] 5-bromo-N-cyclobutyl-2-nitroaniline